ClC1=C(C(C(=O)NC2=C(C=C(C=C2)C(C(F)(F)F)(C(F)(F)F)F)C)=CC=C1)C(=O)NC(CS(=O)(=O)C)C 3-chloro-N1-{2-methyl-4-[1,2,2,2-tetrafluoro-1-(trifluoromethyl)ethyl]phenyl}-N2-(1-methyl-2-methylsulfonylethyl)phthalamide